2-methoxy-N-((5-(thiophen-2-yl)-1,3,4-oxadiazol-2-yl)methyl)benzamide COC1=C(C(=O)NCC=2OC(=NN2)C=2SC=CC2)C=CC=C1